(1R)-1-[5-(1-cyclopropyl-1H-pyrazol-5-yl)-1,2,4-oxadiazol-3-yl]-6-azaspiro[2.5]octane-6-sulfonamide C1(CC1)N1N=CC=C1C1=NC(=NO1)[C@@H]1CC12CCN(CC2)S(=O)(=O)N